(s)-1-((6-(tert-butylsulfonyl)imidazo[1,2-a]pyridin-7-yl)oxy)propan-2-ol C(C)(C)(C)S(=O)(=O)C=1C(=CC=2N(C1)C=CN2)OC[C@H](C)O